1-methyl-3-(pentafluoroethyl)-4-(trifluoromethyl)-1H-pyrazole-5-carbonyl chloride CN1N=C(C(=C1C(=O)Cl)C(F)(F)F)C(C(F)(F)F)(F)F